C1(CC1)CN[C@H]1[C@@H](C1)C=1C=C(SC1C)C(=O)NC1CCOCC1 4-((1S,2R)-2-((cyclopropylmethyl)amino)cyclopropyl)-5-methyl-N-(tetrahydro-2H-pyran-4-yl)thiophene-2-carboxamide